(3S)-1-{5-tert-butyl-3-[(4-methyl-1,2,5-Oxadiazol-3-yl)methyl]-3H-[1,2,3]Triazolo[4,5-d]Pyrimidin-7-yl}pyrrolidine-3-thiol C(C)(C)(C)C=1N=C(C2=C(N1)N(N=N2)CC2=NON=C2C)N2C[C@H](CC2)S